OCC(C(=O)N)(NC(=O)C=1N(N=C2C=CC(=CC12)OCC=1C=NN(C1)C)C)C 3-hydroxy-2-methyl-2-({2-methyl-5-[(1-methyl-1H-pyrazol-4-yl)methoxy]-2H-indazol-3-yl}formamido)propanamide